3-(trifluoromethyl)alanine FC(C[C@H](N)C(=O)O)(F)F